(R)-2-(sec-Butyl)-3-methylbenzo[4,5]imidazo[1,2-a]pyrimidin-4(10H)-one [C@@H](C)(CC)C=1N=C2N(C(C1C)=O)C1=C(N2)C=CC=C1